OC[C@H](C#CC1=CC=C(C=C1)C1=CC=C(C=C1)OCCC(CO)O)N1C(=NC=C1)[C@H](C)O 4-((4'-((S)-4-hydroxy-3-(2-((S)-1-hydroxyethyl)-1H-imidazol-1-yl)but-1-yn-1-yl)-[1,1'-biphenyl]-4-yl)oxy)butane-1,2-diol